7-methoxy-4,5-dihydrobenzo[1,4]oxazepin-3(2H)-one COC=1C=CC2=C(CNC(CO2)=O)C1